(5S)-5-[[(Z)-[4-amino-5,5-dimethyl-8-(2-phenylethyl)benzo[h]quinazolin-6-ylidene]amino]oxymethyl]oxazolidin-2-one NC1=NC=NC=2C3=C(\C(\C(C12)(C)C)=N/OC[C@@H]1CNC(O1)=O)C=C(C=C3)CCC3=CC=CC=C3